5-chloro-N-[(furan-2-yl)methyl]-3-methyl-2-[(methylamino)methyl]thieno[3,2-b]pyridin-7-amine hydrochloride Cl.ClC1=CC(=C2C(=N1)C(=C(S2)CNC)C)NCC=2OC=CC2